5-aminoPentanone NCCCC(C)=O